N,N-diisopropylPhenylethylamine C(C)(C)N(C(C)C)CCC1=CC=CC=C1